NC=1C(=C(C(=CC1)F)[C@H]1CCC=2N([C@H]1C)C=NC2C(=O)OC)F cis-methyl 6-(3-amino-2,6-difluorophenyl)-5-methyl-5H,6H,7H,8H-imidazo[1,5-a]pyridine-1-carboxylate